octadecyl 3,5-di-tert-butyl-4-hydroxycinnamate C(C)(C)(C)C=1C=C(C=CC(=O)OCCCCCCCCCCCCCCCCCC)C=C(C1O)C(C)(C)C